2-(Hydroxy)-3-(n-butoxy-propan-1-yl)-3-(4-vinylbenzyl)-1H-imidazolium iodide [I-].OC1NC=C[N+]1(CC1=CC=C(C=C1)C=C)CCCOCCCC